4-(3-(2,6-difluoropyridin-4-yl)-7-ethoxyimidazo[1,2-a]pyridin-6-yl)-4-hydroxypiperidine-1-carboxylic acid tert-butyl ester C(C)(C)(C)OC(=O)N1CCC(CC1)(O)C=1C(=CC=2N(C1)C(=CN2)C2=CC(=NC(=C2)F)F)OCC